[4-[2-(1-piperidinyl)ethoxy]phenyl]-methanone N1(CCCCC1)CCOC1=CC=C(C=C1)C=O